N-((1S,4S)-4-(2-oxa-7-azaspiro[3.5]nonan-7-yl)cyclohexyl)-2-(3-((4-(ethylsulfonyl)-2-methoxy-phenyl)amino)prop-1-yn-1-yl)-1-(2,2,2-trifluoro-ethyl)-1H-indol-4-amine C1OCC12CCN(CC2)C2CCC(CC2)NC=2C=1C=C(N(C1C=CC2)CC(F)(F)F)C#CCNC2=C(C=C(C=C2)S(=O)(=O)CC)OC